COC=1C=2N(C=C(C1)C1=NC=3C(=NC=CC3C)N1C)N=CN2 2-(8-methoxy-[1,2,4]triazolo[1,5-a]pyridin-6-yl)-3,7-dimethyl-3H-imidazo[4,5-b]pyridine